holmium-cobalt [Co].[Ho]